CC1(N2C3=NC=CC=C3C(NS(C3=CC=CC(NCCCC(C1)C2)=N3)(=O)=O)=O)C 12,12-dimethyl-2λ6-thia-3,9,11,18,23-pentaazatetracyclo[17.3.1.111,14.05,10]tetracosa-1(22),5,7,9,19(23),20-hexaene-2,2,4-trione